2-(6-Chloro-benzothiazol-2-ylamino)-1-methyl-1H-benzoimidazole-5-carboxylic acid [1-(2-hydroxy-ethyl)-piperidin-4-ylmethyl]-amide OCCN1CCC(CC1)CNC(=O)C1=CC2=C(N(C(=N2)NC=2SC3=C(N2)C=CC(=C3)Cl)C)C=C1